ClC=1C=C2C(=NC(=NC2=C(C1C1=C(C=CC=C1O)F)F)C(F)(F)F)N1CCN(CC1)C(C=C)=O 1-(4-(6-chloro-8-fluoro-7-(2-fluoro-6-hydroxyphenyl)-2-(trifluoro-methyl)quinazolin-4-yl)piperazin-1-yl)prop-2-en-1-one